ClC1=CC=NC2=CC(=CC=C12)CNC(OC(C)(C)C)=O tert-butyl [(4-chloro-7-quinolyl)methyl]carbamate